iodocyclohexane IC1CCCCC1